NC1CCN(CC1)CC(=O)N1CCN(CC1)C1=CC=C(C=C1)C1C(NC(CC1)=O)=O 3-(4-(4-(2-(4-aminopiperidin-1-yl)acetyl)piperazin-1-yl)phenyl)piperidine-2,6-dione